CC=1C=C(C(=O)OC2=C(C(=CC(=C2)Cl)C=NC2=C(C=C(C=C2)Cl)Cl)OC(C(C)C)=O)C=CC1 5-chloro-3-((2,4-dichlorophenylimino)-methyl)-2-(isobutyryl-oxy)phenyl 3-methyl-benzoate